ClC1=CC=C(CCC2=NOC(=N2)CN2C(NC=C(C2=O)C)=O)C=C1 3-((3-(4-chlorophenethyl)-1,2,4-oxadiazol-5-yl)methyl)-5-methylpyrimidine-2,4(1H,3H)-dione